ClC1=C(C=C(OCC(=O)NC23CC(C2)(C3)C=3OC(=NN3)[C@@H]3OC2=C([C@@H](C3)O)C=C(C=C2)Cl)C=C1)F |r| 2-(4-chloro-3-fluorophenoxy)-N-(3-{5-[rac-(2R,4R)-6-chloro-4-hydroxy-3,4-dihydro-2H-1-benzopyran-2-yl]-1,3,4-oxadiazol-2-yl}bicyclo[1.1.1]pentan-1-yl)acetamide